COC(=O)C=1C=C(C2=C(CCO2)C1F)[N+](=O)[O-] 4-fluoro-7-nitro-2,3-dihydrobenzofuran-5-carboxylic acid methyl ester